COC1=C(C=CC(=C1)OC)N=C=O 2,4-dimethoxyphenyl isocyanate